1-{[rel-(2R,3R)-3-(2-chlorophenyl)-2-(2,4-difluorophenyl)oxetan-2-yl]methyl}-1H-1,2,4-triazol-5-ylthiocyanate ClC1=C(C=CC=C1)[C@H]1[C@@](OC1)(C1=C(C=C(C=C1)F)F)CN1N=CN=C1SC#N |o1:7,8|